tert-butyl (2S,6S)-4-(8-iodo-2-(2-methoxyethoxy)quinazolin-5-yl)-2,6-dimethylpiperazine-1-carboxylate IC=1C=CC(=C2C=NC(=NC12)OCCOC)N1C[C@@H](N([C@H](C1)C)C(=O)OC(C)(C)C)C